NC=1C(=NC2=C(C(=C(C=C2C1N([C@H]1[C@H]2CN([C@@H]1C2)C(=O)OC(C)(C)C)C(=O)OC(C)(C)C)CCC#N)C2=C(C(=CC=C2)Cl)C)F)C tert-butyl (1R,4R,5S)-5-((3-amino-7-(3-chloro-2-methylphenyl)-6-(2-cyanoethyl)-8-fluoro-2-methylquinolin-4-yl)(tert-butoxycarbonyl)amino)-2-azabicyclo[2.1.1]hexane-2-carboxylate